C1(CC1)[C@H]1CCOC1 (3S,4R)-4-Cyclopropyltetrahydrofuran